N-({4-[(2S)-2-carboxy-2-{[4-chloro-3-(trifluoromethyl)benzene-1-sulfonyl]amino}ethyl]-1H-1,2,3-triazol-1-yl}acetyl)-3-(pyridin-4-yl)-L-alanyl-N-(4-carbamoylphenyl)-L-valinamide C(=O)(O)[C@H](CC=1N=NN(C1)CC(=O)N[C@@H](CC1=CC=NC=C1)C(=O)N[C@@H](C(C)C)C(=O)NC1=CC=C(C=C1)C(N)=O)NS(=O)(=O)C1=CC(=C(C=C1)Cl)C(F)(F)F